N-(2,3-dihydro-1,4-benzoxazin-4-yl)-4-(2-oxa-6-azaspiro[3.3]heptan-6-yl)-8-(2,3,5-trifluorophenyl)quinoline O1CCN(C2=C1C=CC=C2)N2CC=C(C1=CC=CC(=C21)C2=C(C(=CC(=C2)F)F)F)N2CC1(COC1)C2